ClC1=CC=C(C=C1)C1=NN(CC1C1=CC=CC=C1)C(=O)NS(=O)(=O)N1CCCCC1 3-(4-chlorophenyl)-4-phenyl-N-(piperidin-1-ylsulfonyl)-4,5-dihydro-1H-pyrazole-1-carboxamide